2-isobutyl-5-(3-(1-methyl-1H-pyrazol-4-yl)pyrazolo[1,5-a]pyridin-5-yl)-7H-pyrrolo[2,3-d]pyrimidine C(C(C)C)C=1N=CC2=C(N1)NC=C2C2=CC=1N(C=C2)N=CC1C=1C=NN(C1)C